BrC1=CC=C(C=C1)NC1=C(N=C2N1C=C(N=C2)N2CCOCC2)C=2C=CC=1N(C2)C(=NN1)CC N-(4-bromophenyl)-2-(3-ethyl-[1,2,4]triazolo[4,3-a]pyridin-6-yl)-6-morpholinylimidazo[1,2-a]pyrazin-3-amine